C1(=CC=CC=C1)C=C1C=CC(C=C1)=O 4-phenylmethylene-2,5-cyclohexadien-1-one